1-(propan-2-yl-d7)-4,5,6,7-tetrahydro-1H-indazole-6-carboxamide C(C(C([2H])([2H])[2H])(N1N=CC=2CCC(CC12)C(=O)N)[2H])([2H])([2H])[2H]